BrC1=CC=C2C(=NN(C2=C1)C)N(C(=O)N)CCC(=O)[O-] 3-(1-(6-bromo-1-methyl-1H-indazol-3-yl)ureido)propanoate